1-((3-chloro-2-hydroxypropyl)thio)butane-2-ol ClCC(CSCC(CC)O)O